C(C=C)(=O)NCC1=C2C=CC=NC2=C(C=C1)NC(C1=CC=C(C=C1)C(F)(F)F)=O N-{5-(Acrylamidomethyl)quinolin-8-yl}-4-(trifluoromethyl)benzamide